C1(CCC1)OC([C@H](C)N[P@](=O)(OC1=C(C(=C(C(=C1F)F)F)F)F)OC1=CC=CC=C1)=O (S)-2-((R)-pentafluorophenyloxy-phenoxy-phosphorylamino)propionic acid cyclobutyl ester